3-[5-(4-piperidyl)indolin-1-yl]piperidine-2,6-dione N1CCC(CC1)C=1C=C2CCN(C2=CC1)C1C(NC(CC1)=O)=O